C1(CC1)C1=CC(=NC=2N1N=C(C2)C2=C(C=C(C=C2)N2C[C@H]([C@@H](C2)C)O)F)C(=O)N2[C@@H](C1=CC=CC=C1CC2)C (7-cyclopropyl-2-(2-fluoro-4-((trans)-3-hydroxy-4-methylpyrrolidin-1-yl)phenyl)pyrazolo[1,5-a]pyrimidin-5-yl)((R)-1-methyl-3,4-dihydroisoquinolin-2(1H)-yl)methanone